5-(8-cyano-5-isopropyl-2-methoxy-11-oxo-6,11-dihydro-5H-indolo[2,3-b]quinolin-3-yl)pyridine-3-sulfonyl fluoride C(#N)C=1C=CC2=C(C1)NC=1N(C3=CC(=C(C=C3C(C12)=O)OC)C=1C=C(C=NC1)S(=O)(=O)F)C(C)C